C(C)(C)(C)NC(COC1=C(C=CC=C1OC)C=O)=O N-TERT-BUTYL-2-(2-FORMYL-6-METHOXYPHENOXY)ACETAMIDE